(6-((2-(cis-3-fluoro-4-methoxypiperidin-1-yl)pyrimidin-4-yl)amino)-4-(isopropylamino)pyridin-3-yl)(3-((methylsulfonyl)methyl)azetidin-1-yl)methanone F[C@@H]1CN(CC[C@@H]1OC)C1=NC=CC(=N1)NC1=CC(=C(C=N1)C(=O)N1CC(C1)CS(=O)(=O)C)NC(C)C